NC1=NC=2C=C(C(=CC2C2=C1N(N=C2)C)C(=O)N2[C@H](COCC2)C2=CC=C(C=C2)C(F)(F)F)F (4-amino-7-fluoro-3-methyl-3H-pyrazolo[3,4-c]quinolin-8-yl)((3S)-3-(4-(trifluoromethyl)phenyl)-4-morpholinyl)methanone